(3S,3aS,6S,6aS)-6-((5-([1,1'-biphenyl]-4-yl)-6-chloro-1H-imidazo[4,5-b]pyridin-2-yl)oxy)hexahydrofuro[3,2-b]furan-3-yl(2-(pyridin-2-yldisulfaneyl)ethyl)carbamate C1(=CC=C(C=C1)C1=C(C=C2C(=N1)N=C(N2)O[C@H]2CO[C@@H]1[C@@H]2OC[C@@H]1N(C([O-])=O)CCSSC1=NC=CC=C1)Cl)C1=CC=CC=C1